(biphenylyl)[(phenyl)(biphenyl-yl)triazinylphenyl]Dibenzothiophene C1(=C(C=CC=C1)C1=C(C2=C(SC3=C2C=CC=C3)C=C1)C1=C(C(=C(C=C1)C1=CC=CC=C1)C1=C(C=CC=C1)C1=CC=CC=C1)C1=NN=NC=C1)C1=CC=CC=C1